4-[3-(benzyloxy)propoxy]butyl methanesulfonate CS(=O)(=O)OCCCCOCCCOCC1=CC=CC=C1